5-([1,1'-biphenyl]-3-ylcarbamoyl)thiophene-2-carboxylic acid C1(=CC(=CC=C1)NC(=O)C1=CC=C(S1)C(=O)O)C1=CC=CC=C1